[13C6,15N4]-L-arginine [15NH2][13C@@H]([13CH2][13CH2][13CH2][15NH][13C]([15NH2])=[15NH])[13C](=O)O